2-chloro-N,N-dimethyl-4-((R)-1-(1-((R)-3,3,3-trifluoro-2-hydroxy-2-phenylpropanoyl)piperidin-4-yl)pyrrolidin-3-yloxy)benzamide ClC1=C(C(=O)N(C)C)C=CC(=C1)O[C@H]1CN(CC1)C1CCN(CC1)C([C@@](C(F)(F)F)(C1=CC=CC=C1)O)=O